C(C)(C)(C)OC(=O)N1CCN(CC1)C1CCN(CC1)C1=C(C=C(C(=C1)OCC1CC1)N)C=1C=NN(C1)C.C(C)[Si](C)(C)CC1=CC=C(C=C)C=C1 p-(ethyl)dimethylsilylmethylstyrene tert-Butyl-4-(1-(4-amino-5-cyclopropylmethoxy-2-(1-methyl-1H-pyrazol-4-yl)phenyl)piperidin-4-yl)piperazine-1-carboxylate